C1(CCCCC1)SSSSC1CCCCC1 cyclohexyl tetrasulfide